C(C1=CC=CC=C1)OC1=CC(=C(C=C1)Br)F 4-(benzyloxy)-1-bromo-2-fluorobenzene